ClC=1C=CC2=C(N(C3=C(CC2)C=CC=C3)C(CCCNC/C=C/C(=O)OCC)=O)C1 ethyl (E)-4-{[4-(3-chloro-10,11-dihydro-5H-dibenzo[b,f]azepin-5-yl)4-oxobutyl]amino}but-2-enoate